3,3-difluoro-2,4-dihydro-1H-quinoline FC1(CNC2=CC=CC=C2C1)F